N-(4-(4-(4-((4-([1,1'-biphenyl]-3-yl)-5-chloropyrimidin-2-yl)amino)piperidine-1-carbonyl)piperidin-1-yl)-4-oxobutyl)-2-((2-(2,6-dioxopiperidin-3-yl)-1-oxoisoindolin-5-yl)oxy)acetamide C1(=CC(=CC=C1)C1=NC(=NC=C1Cl)NC1CCN(CC1)C(=O)C1CCN(CC1)C(CCCNC(COC=1C=C2CN(C(C2=CC1)=O)C1C(NC(CC1)=O)=O)=O)=O)C1=CC=CC=C1